N1=CC=CC2=CC=CC(=C12)B(O)O 8-quinolinylboronic acid